FC1=C(C(=CC=C1)C)N1CCCCC1 (2-fluoro-6-methyl-phenyl)-piperidin